butyl 3-[(4-bromo-2-pyridyl)oxy]azetidine-1-carboxylate BrC1=CC(=NC=C1)OC1CN(C1)C(=O)OCCCC